FC1=C(C(=CC(=C1)N1CCC2(CCC(O2)CO)CC1)F)C1C(NC(CC1)=O)=O 3-(2,6-difluoro-4-(2-(hydroxymethyl)-1-oxa-8-azaspiro[4.5]decan-8-yl)phenyl)piperidine-2,6-dione